3-aminoisoquinoline-6-carboxylic acid methyl ester TFA salt OC(=O)C(F)(F)F.COC(=O)C=1C=C2C=C(N=CC2=CC1)N